O=C1NC(CCC1C1=NN(C2=CC(=CC=C12)C1CCN(CC1)C1CC2(C1)CCN(CC2)C(=O)OC(C)(C)C)C)=O tert-butyl 2-(4-(3-(2,6-dioxopiperidin-3-yl)-1-methyl-1H-indazol-6-yl) piperidin-1-yl)-7-azaspiro[3.5]nonane-7-carboxylate